methyl 2,6-difluoro-3-hydroxybenzoate FC1=C(C(=O)OC)C(=CC=C1O)F